C(#N)C=1C(=NC(=C(C1CC)C#N)N(C)C)SCC1=CC=C(C=C1)NC(C=C)=O N-(4-(((3,5-Dicyano-6-(dimethylamino)-4-ethylpyridin-2-yl)thio)methyl)phenyl)-acrylamide